methyl (2S,3R)-2-methyl-3-phenyl-3-((4-(trifluoromethoxy)phenyl)sulfonamido)propanoate C[C@H](C(=O)OC)[C@@H](NS(=O)(=O)C1=CC=C(C=C1)OC(F)(F)F)C1=CC=CC=C1